3-Pentenal C(CC=CC)=O